ethyl (2,2,2-trifluoroethyl) n-butylphosphonate C(CCC)P(OCC)(OCC(F)(F)F)=O